ClC1=CC=C(C=C1)C(C(=O)N[C@@H]([C@H](C)CC)C(=O)N[C@H](CCC(=O)OCC)C(=O)OCC)(C)C Diethyl (2-(4-chlorophenyl)-2-methylpropanoyl)-L-alloisoleucyl-D-glutamate